3-chloro-2-(methoxymethyl)-4-methyl-6,7-dihydro-5H-pyrrolo[3,4-b]pyridine dihydrochloride Cl.Cl.ClC=1C(=C2C(=NC1COC)CNC2)C